isobutyl Acrylate (isobutyl acrylate) C(C(C)C)C(C(=O)O)=C.C(C=C)(=O)OCC(C)C